N(N=S1C(N(C2=C1C=CC=C2)CC)S(=O)(=O)[O-])=S2C(N(C1=C2C=CC=C1)CC)S(=O)(=O)[O-] azino-di-[3-ethylbenzothiazolinesulphonate]